C1(CCCCC1)NC(C1=CC=C(C=C1)C1=NC=CC2=C1C=CN2)=O N-cyclohexyl-4-(1H-pyrrolo[3,2-c]pyridin-4-yl)benzamide